2-({4-[2-(hydroxymethyl)-2-phenyl-1,3-benzodioxol-4-yl]piperidin-1-yl}methyl)-1-(2-methoxyethyl)-1H-benzimidazole-6-carboxylic acid, trifluoroacetate salt FC(C(=O)O)(F)F.OCC1(OC2=C(O1)C=CC=C2C2CCN(CC2)CC2=NC1=C(N2CCOC)C=C(C=C1)C(=O)O)C1=CC=CC=C1